cerium(III)-cerium(IV) [Ce+4].[Ce+3]